benzyl ((5-(((1S,3S,5S)-2-(3-aminopropanoyl)-5-methyl-2-azabicyclo[3.1.0]hexane-3-carboxamido)methyl)thiophen-3-yl)(imino)methyl)carbamate NCCC(=O)N1[C@H]2C[C@]2(C[C@H]1C(=O)NCC1=CC(=CS1)C(=N)NC(OCC1=CC=CC=C1)=O)C